Cl.C(C)OC(=O)C1(CCNCC1)F.CN1C2=C(CCC1=O)C=C(S2)C2=CN=CC=1[C@@H](CCCC21)NC(CC)=O (R)-N-(4-(7-methyl-6-oxo-4,5,6,7-tetrahydrothieno[2,3-b]pyridin-2-yl)-5,6,7,8-tetrahydroisoquinolin-8-yl)propionamide ethyl-4-fluoropiperidine-4-carboxylate hydrochloride